ClC1=CC=C(CN2C(=CC=3N(C(N(C(C32)=O)CCCO)=O)C)C3C(C3)C3CCCC3)C=C1 5-(4-chlorobenzyl)-6-(2-cyclopentylcyclopropyl)-3-(3-hydroxypropyl)-1-methyl-1,5-dihydro-2H-pyrrolo[3,2-d]pyrimidine-2,4(3H)-dione